trans-1,4-cyclohexylene diisocyanate C1CC(CCC1N=C=O)N=C=O